(S) or (R)-N'-((1,2,3,5,6,7-hexahydro-s-indacen-4-yl)carbamoyl)-4-isobutylbenzenesulfonimidamide C1CCC2=C(C=3CCCC3C=C12)NC(=O)N=[S@@](=O)(N)C1=CC=C(C=C1)CC(C)C |o1:16|